N-aminopropanamidine NNC(CC)=N